N-(2-(1-acetyl-1H-indol-3-yl)ethyl)-4-chloropyridine-carboxamide C(C)(=O)N1C=C(C2=CC=CC=C12)CCNC(=O)C1=NC=CC(=C1)Cl